((ADAMANTAN-1-YL)METHYL)-2-((2-OXO-1,2-DIHYDROPYRIMIDIN-4-YL)THIO)ACETAMIDE C12(CC3CC(CC(C1)C3)C2)CC(C(=O)N)SC2=NC(NC=C2)=O